(4S)-ethyl 4-(3-fluoro-2-methylphenyl)-6-((2R,3R,4R,5S)-4-(methoxycarbonyl) cuban-1-yl)-2-(thiazol-2-yl)-1,4-dihydropyrimidine-5-carboxylate FC=1C(=C(C=CC1)[C@@H]1N=C(NC(=C1C(=O)OCC)C12C3C4C5(C3C1C5C24)C(=O)OC)C=2SC=CN2)C